O=C1NC(CCC1N1C(C2=CC=CC(=C2C1)C#CCCCCCN1CCN(CC1)C1=CC=C(C(=O)N2CCC(CC2)C/C=C/CNC(\C=C\C=2C=NC=CC2)=O)C=C1)=O)=O (E)-N-((E)-4-(1-(4-(4-(7-(2-(2,6-dioxopiperidin-3-yl)-1-oxoisoindolin-4-yl)hept-6-yn-1-yl)piperazin-1-yl)benzoyl)piperidin-4-yl)but-2-en-1-yl)-3-(pyridin-3-yl)acrylamide